BrC=1C=C(C=C(C1)Cl)C(C=O)(C)C 2-(3-bromo-5-chlorophenyl)-2-methylpropionaldehyde